1-((5-(5-(difluoromethyl)-1,3,4-oxadiazole-2-yl)pyridine-2-yl)methyl)-6-fluoro-3-(oxetan-3-yl)-5-(4-(oxetan-3-yl)piperazine-1-yl)-1,3-dihydro-2H-benzo[d]imidazole-2-one FC(C1=NN=C(O1)C=1C=CC(=NC1)CN1C(N(C2=C1C=C(C(=C2)N2CCN(CC2)C2COC2)F)C2COC2)=O)F